benzyl 9-(4-((2-(trimethylsilyl)ethoxy)methoxy)-9-((2-(trimethylsilyl)ethoxy)methyl)-9H-pyrimido[4,5-b]indol-7-yl)-3,9-diazaspiro[5.5]undecane-3-carboxylate C[Si](CCOCOC1=NC=NC=2N(C3=CC(=CC=C3C21)N2CCC1(CCN(CC1)C(=O)OCC1=CC=CC=C1)CC2)COCC[Si](C)(C)C)(C)C